1-(3-(difluoromethoxy)phenyl)-3,3-dimethyl-N-(5-methyltetrahydrothiophen-3-yl)-2-oxoindoline-5-carboxamide FC(OC=1C=C(C=CC1)N1C(C(C2=CC(=CC=C12)C(=O)NC1CSC(C1)C)(C)C)=O)F